C(C1=CC=CC=C1)OCC/C=C/C1CCC(CC1)OC1=C(C(=CC=C1)Br)C 1-(((1r,4r)-4-((E)-4-(benzyloxy)but-1-en-1-yl)cyclohexyl)oxy)-3-bromo-2-methylbenzene